ClC1=C(C=CC(=C1)F)N1N=NC(=C1)COC=1C=C(C=CC1OC)/C=C/C(=O)C1=C(C=C(C=C1OC)OC)O (E)-3-[3-[[1-(2-Chloro-4-fluorophenyl)triazol-4-yl]methoxy]-4-methoxyphenyl]-1-(2-hydroxy-4,6-dimethoxyphenyl)prop-2-en-1-one